COC1=C(C=NC(=C1)C(F)(F)F)[C@H]1[C@@H](O[C@]([C@@H]1C)(C(F)(F)F)C)C(=O)NC1=CC(=NC=C1)C(=O)N (2R,3S,4R,5R)-4-[[3-[4-methoxy-6-(trifluoromethyl)-3-pyridinyl]-4,5-dimethyl-5-(trifluoromethyl)tetrahydrofuran-2-carbonyl]amino]pyridine-2-carboxamide